((8-morpholinoimidazo[1,2-b]pyridazin-6-yl) amino) piperidine-1-carboxylate N1(CCCCC1)C(=O)ONC=1C=C(C=2N(N1)C=CN2)N2CCOCC2